ClC=1C=C2C(=NC1)NC(=C2)C(=O)N[C@@H](CC2=C(C=C(C=C2)F)F)C=2OC(=NN2)CC (S)-5-chloro-N-(2-(2,4-difluorophenyl)-1-(5-ethyl-1,3,4-oxadiazol-2-yl)ethyl)-1H-pyrrolo[2,3-b]pyridine-2-carboxamide